(E)-2-methoxy-N-((2-(4-(trifluoromethyl)styryl)oxazol-4-yl)methyl)aniline COC1=C(NCC=2N=C(OC2)\C=C\C2=CC=C(C=C2)C(F)(F)F)C=CC=C1